(R)-3-hydroxypiperidine O[C@H]1CNCCC1